methyl 4-(2-bromo-3-fluorophenyl)-6-(1-(tert-butoxycarbonyl)piperidin-4-yl)-2-(thiazol-2-yl)-1,4-dihydropyrimidine-5-carboxylate BrC1=C(C=CC=C1F)C1N=C(NC(=C1C(=O)OC)C1CCN(CC1)C(=O)OC(C)(C)C)C=1SC=CN1